N-(4-(4-amino-5-(4-(cyclobutylamino)phenyl)pyrazolo[5,1-f][1,2,4]triazin-6-yl)phenyl)acrylamide NC1=NC=NN2C1=C(C(=N2)C2=CC=C(C=C2)NC(C=C)=O)C2=CC=C(C=C2)NC2CCC2